N1C=C(C2=CC=CC=C12)CCC(=O)N[C@@H](C)C(=O)OC |r| Methyl (3-(1H-indol-3-yl)propanoyl)-DL-alaninate